[N+](=O)([O-])C1=CC=C(OC(=O)OC2=CC=C(C=C2)[C@H]2C[C@]3(CCC2)OC2(OO3)[C@@H]3CC4CC(C[C@@H]2C4)(C3)NC(OC(C)(C)C)=O)C=C1 tert-butyl ((1R,2r,3S,3''R,5S,5'R,7S)-3''-(4-(((4-nitrophenoxy)carbonyl)oxy)phenyl) dispiro[adamantane-2,3'-[1,2,4]trioxolane-5',1''-cyclohexan]-5-yl)carbamate